C(C)(C)(C)OC(NCC1=C(C(=CC=C1F)Br)O)=O N-[(3-bromo-6-fluoro-2-hydroxyphenyl)methyl]carbamic acid tert-butyl ester